4-(1,1-difluoroethyl)-N-(3-(7-((4-methoxybenzyl)(methyl)amino)-1,6-naphthyridin-3-yl)-4-methylphenyl)pyridineamide FC(C)(F)C1=CC(=NC=C1)C(=O)NC1=CC(=C(C=C1)C)C=1C=NC2=CC(=NC=C2C1)N(C)CC1=CC=C(C=C1)OC